CN1CCC2(C[C@@H]2C(=O)N[C@@H](CCCCCC(CC)=O)C=2NC(=CN2)C2=CC=C(C=C2)C2=NC=CN=C2)CC1 (S)-6-Methyl-N-((S)-7-oxo-1-(5-(4-(pyrazin-2-yl)phenyl)-1H-imidazol-2-yl)nonyl)-6-azaspiro[2.5]octan-1-carboxamid